(3Z,6Z)-3-(3-Fluorophenyl)methylene-6-((5-cyclopropyl-1-(3-morpholinyl)propylimidazol-4-yl)methylene)piperazine-2,5-dione, hydrochloride Cl.FC=1C=C(C=CC1)\C=C/1\C(N\C(\C(N1)=O)=C/C=1N=C(NC1C1CC1)C(CC)C1NCCOC1)=O